4-(3-(4-((5-(2-(3-Chloro-4-cyanophenyl)-3-meth-yl-2,8-diazaspiro[4.5]decane-8-carbonyl)pyridin-2-yl)thio)piperidin-1-yl)azetidin-1-yl)-N-(2,6-dioxopiperidin-3-yl)-2-fluorobenzamide ClC=1C=C(C=CC1C#N)N1CC2(CC1C)CCN(CC2)C(=O)C=2C=CC(=NC2)SC2CCN(CC2)C2CN(C2)C2=CC(=C(C(=O)NC1C(NC(CC1)=O)=O)C=C2)F